O=S1(CCC(CC1)NC1=C2C=C(N(C2=CC=C1)CC(F)(F)F)C#CCNC1=C(C=C(C=C1)S(=O)(=O)N(C)CCOC)OC)=O 4-[(3-{4-[(1,1-dioxo-1λ6-thian-4-yl)amino]-1-(2,2,2-trifluoroethyl)-1H-indol-2-yl}prop-2-yn-1-yl)amino]-3-methoxy-N-(2-methoxyethyl)-N-methylbenzene-1-sulfonamide